N-(5-((4-chlorobenzyl)oxy)-1,3,4-thiadiazol-2-yl)-4-(2-(trifluoromethoxy)phenyl)nicotinamide ClC1=CC=C(COC2=NN=C(S2)NC(C2=CN=CC=C2C2=C(C=CC=C2)OC(F)(F)F)=O)C=C1